Cl.CC1=NC(=NO1)C(C)(C)N 2-(5-methyl-1,2,4-Oxadiazol-3-yl)propan-2-amine hydrochloride